2-(2-Chloro-1-methylethylidene)malononitrile ClCC(C)=C(C#N)C#N